4-[4-(2-cyclobutylsulfanyl-3-pyridyl)-2,6-difluoro-phenoxy]butyronitrile C1(CCC1)SC1=NC=CC=C1C1=CC(=C(OCCCC#N)C(=C1)F)F